CNC1=NC2=C(N=NC=C2)N1C1CC(NC(C1)(C)C)(C)C 6-(methylamino)-7-(2,2,6,6-tetramethylpiperidin-4-yl)-7H-imidazo[4,5-c]pyridazin